C(C1=CC(O)=C(O)C(O)=C1)(=O)[O-] gallat